C(CCC(=O)OCCCCCCCC)(=O)OCCCCCCCC dioctyl succinate